N-benzyl-4-fluoro-5-methoxybenzamide C(C1=CC=CC=C1)NC(C1=CC=C(C(=C1)OC)F)=O